N4-(1H-indazol-6-yl)-N2-(4-(4-methylpiperazin-1-yl)phenyl)-6-(trifluoromethyl)pyrimidine-2,4-diamine N1N=CC2=CC=C(C=C12)NC1=NC(=NC(=C1)C(F)(F)F)NC1=CC=C(C=C1)N1CCN(CC1)C